C1(CC1)C=1N=CC2=C(N1)NC=C2C=2C=C(C1=C(N(C(=N1)C)C(C)C)C2)F 2-Cyclopropyl-5-(4-fluoro-1-isopropyl-2-methyl-1H-benzo[d]imidazol-6-yl)-7H-pyrrolo[2,3-d]pyrimidine